[Na+].C(=CC1=CC=CC=C1)C1=C(C=C(C=C1)N1N=C2C(=N1)C1=CC=CC=C1C=C2)S(=O)(=O)[O-] 2-(4-Styryl-3-sulfophenyl)-2H-naphtho[1,2-d]triazole Sodium Salt